[Si](C)(C)(C(C)(C)C)OCCOC=1C=NC(=NC1)NC=1C=C(OC(C1OC)=O)C(=O)NC=1SC(=NN1)N1N=CC=C1 4-[(5-{2-[(tert-butyldimethylsilyl)oxy]ethoxy}pyrimidin-2-yl)amino]-5-methoxy-6-oxo-N-[5-(pyrazol-1-yl)-1,3,4-thiadiazol-2-yl]pyran-2-carboxamide